(3R)-3-(4-chlorophenyl)-2-[(6-chloropyridin-3-yl)methyl]-4-fluoro-6-[1-hydroxy-1-(1-methyl-1H-imidazol-4-yl)propyl]-3-(2-hydroxyethoxy)-2,3-dihydro-1H-isoindol-1-one ClC1=CC=C(C=C1)[C@@]1(N(C(C2=CC(=CC(=C12)F)C(CC)(C=1N=CN(C1)C)O)=O)CC=1C=NC(=CC1)Cl)OCCO